BrC(=C(OC)Br)OCCOC.[Ni] nickel dibromo-1-methoxy-2-(2-methoxyethoxy)ethaneN